CN(C)C(OCCC=C[SiH3])N(C)C bis(dimethylamino)methoxyethylvinylsilane